(6-((2-(1-(cyclopropylmethyl)-1H-pyrazol-4-yl)pyrimidin-4-yl)amino)-4-(isopropylamino)pyridin-3-yl)(3-((methylsulfonyl)methyl)azetidin-1-yl)methanone C1(CC1)CN1N=CC(=C1)C1=NC=CC(=N1)NC1=CC(=C(C=N1)C(=O)N1CC(C1)CS(=O)(=O)C)NC(C)C